N(=[N+]=[N-])C1=CC(=C(C=C1)OC)Br 4-azido-2-bromo-1-methoxybenzene